3-{[1,4-bis({2-hydroxy-5-methyl-3-[(2,3,4,5,6-pentahydroxyhexyl)carbamoyl]phenyl}methyl)-1,4,8-triazacycloundec-8-yl]methyl}-2-hydroxy-5-methyl-N-(2,3,4,5,6-pentahydroxyhexyl)benzamide OC1=C(C=C(C=C1C(NCC(C(C(C(CO)O)O)O)O)=O)C)CN1CCN(CCCN(CCC1)CC=1C(=C(C(=O)NCC(C(C(C(CO)O)O)O)O)C=C(C1)C)O)CC1=C(C(=CC(=C1)C)C(NCC(C(C(C(CO)O)O)O)O)=O)O